(3-chloropyrazin-2-yl)methanamine hydrochloride Cl.ClC=1C(=NC=CN1)CN